BrC=1C=C2C=NN(C2=C(C1)F)C1OCCCC1 5-bromo-7-fluoro-1-(tetrahydro-2H-pyran-2-yl)-1H-indazole